NC=1C=CC=C2C(=CN=CC12)N1C(NC2=CC=C(C=C2C1=O)C(F)(F)F)=O 3-(8-aminoisoquinolin-4-yl)-6-(trifluoromethyl)quinazoline-2,4(1H,3H)-dione